FC(C1=NN=C(O1)C1=CC=C2CN(C(C2=C1)=O)[C@H]([C@@H](O)C1=CC=C(C=C1)F)C1=C(C=C(C=C1)F)F)F |r| 6-[5-(difluoromethyl)-1,3,4-oxadiazol-2-yl]-2-[(1SR,2SR)-1-(2,4-difluoro-phenyl)-2-(4-fluorophenyl)-2-hydroxy-ethyl]-2,3-dihydro-1H-isoindol-1-one